tert-butyl 3-(difluoromethyl)-5-hydroxy-pyrazole-1-carboxylate FC(C1=NN(C(=C1)O)C(=O)OC(C)(C)C)F